3-[1-(2-chloroethyl)-4-[(1-methylpiperidin-4-yl)amino]-1H-indol-2-yl]prop-2-yn ClCCN1C(=CC2=C(C=CC=C12)NC1CCN(CC1)C)C#CC